racemic-DL-lactic acid C([C@H](O)C)(=O)O |r|